4-(7-hydroxy-3-(tetrahydro-2H-pyran-4-yl)-1H-pyrazolo[4,3-d]pyrimidin-1-yl)-N-(4-(trifluoromethyl)pyridin-2-yl)benzamide OC=1C2=C(N=CN1)C(=NN2C2=CC=C(C(=O)NC1=NC=CC(=C1)C(F)(F)F)C=C2)C2CCOCC2